The molecule is a substituted spermine that is spermine in which a hydrogen attached to each of the primary amino groups has been replaced by an ethyl group. It has a role as an antineoplastic agent. It is a substituted spermine, a tetramine, a polyazaalkane and a secondary amino compound. CCNCCCNCCCCNCCCNCC